FC(C1NCCOC2=C1C=CC=C2)(F)F 5-(trifluoromethyl)-2,3,4,5-tetrahydrobenzo[f][1,4]oxaazepine